N1(CCCC1)C1CCC(CC1)NC(OC(C)(C)C)=O tert-butyl N-(4-pyrrolidin-1-ylcyclohexyl)carbamate